CC1=C(C=C(C=C1)C(=O)N1CCC(CC1)C1=CC=C(C=C1)OC=1C=NC(=NC1)C(F)(F)F)NS(=O)(=O)CC1=CC=CC=C1 N-(2-methyl-5-(4-(4-((2-(trifluoromethyl)pyrimidin-5-yl)oxy)phenyl)piperidine-1-carbonyl)-phenyl)-1-phenylmethanesulfonamide